N-(4-bromobenzyl)-1-(methylamino)cyclopropane-1-carboxamide BrC1=CC=C(CNC(=O)C2(CC2)NC)C=C1